tin dioxide indium [In].[Sn](=O)=O